(M)-3-chloro-4-((6-fluoro-4-methylpyridin-2-yl)methoxy)-2'-(2-(2-hydroxypropan-2-yl)pyrimidin-4-yl)-5',6-dimethyl-2H-[1,4'-bipyridin]-2-one ClC=1C(N(C(=CC1OCC1=NC(=CC(=C1)C)F)C)C1=CC(=NC=C1C)C1=NC(=NC=C1)C(C)(C)O)=O